OC1=C(CN(C2=CC=CC=C12)C)C(C1=CC=C(C=C1)N(C1=CC=CC=C1)C1=CC=CC=C1)=O 4-hydroxy-1-methyl-3-[4-(diphenylamino)benzoyl]quinoline